NC1=C(C=CC(=C1F)NCC1=CC=C(C=C1)C(F)(F)F)NC(C(C(CCCCCCCC)F)F)=O N-(2-amino-3-fluoro-4-((4-(trifluoromethyl)benzyl)amino)phenyl)-2,3-difluoroundecanamide